tert-Butyl (2-(3-oxocyclobutyl)ethyl)carbamate O=C1CC(C1)CCNC(OC(C)(C)C)=O